NC1=C2C(=CNC2=CC(=C1)C)CCNC(C)=O N-[2-(4-amino-6-methyl-1H-indol-3-yl)ethyl]acetamide